BrC1=C(C=C(C=C1)Cl)C(CCC=C)N[S@@](=O)C(C)(C)C (S)-N-(1-(2-bromo-5-chlorophenyl)pent-4-enyl)-2-methylpropan-2-sulfinamide